5-(4-(5-(6-fluoro-4-methoxyquinazolin-2-yl)tetrahydrofuran-3-yl)piperazin-1-yl)-N-methylpicolinamide FC=1C=C2C(=NC(=NC2=CC1)C1CC(CO1)N1CCN(CC1)C=1C=CC(=NC1)C(=O)NC)OC